BrC=1C=CC=C2CCC(C12)=C 7-bromo-1-methylene-2,3-dihydro-1H-indene